FC(C(=O)O)(F)F.FC(C(=O)O)(F)F.N1=CN=C(C2=C1C=CN=C2)N pyrido[4,3-d]pyrimidin-4-amine bis(2,2,2-trifluoroacetate)